2-methyl-3,4,5-trifluoro-bromobenzene CC1=C(C=C(C(=C1F)F)F)Br